N-[5-[[2-(cyclopropylmethyl)pyrimidin-5-yl]carbamoyl]-4-fluoro-2-methylphenyl]-2-methyl-1,3-thiazole-5-carboxamide C1(CC1)CC1=NC=C(C=N1)NC(=O)C=1C(=CC(=C(C1)NC(=O)C1=CN=C(S1)C)C)F